FC(C1=NC=CC(=N1)C(C)=O)(F)F 1-[2-(trifluoromethyl)pyrimidin-4-yl]ethanone